(trifluoromethyl)pyrazolo[1,5-a][1,3,5]triazin FC(F)(F)C1=NC=2N(C=N1)N=CC2